[K+].N[C@@H](C)C(=O)[O-] L-alanine monopotassium salt